2-styrylbenzothiazol C(=CC1=CC=CC=C1)C=1SC2=C(N1)C=CC=C2